N-{6-[(3-cyclopropyl-1H-pyrazol-5-yl)amino]-5-methoxy-1,2-benzoxazol-3-yl}-2,6-dimethoxy-4-(pyridin-3-yl)benzene-1-sulfonamide C1(CC1)C1=NNC(=C1)NC1=CC2=C(C(=NO2)NS(=O)(=O)C2=C(C=C(C=C2OC)C=2C=NC=CC2)OC)C=C1OC